C(C)C=1N=C2N(C=C(C=C2)C2CCN(CC2)C(CN2CCCC2)=O)C1N(C)C=1SC=C(N1)C1=CC=C(C=C1)F 1-(4-(2-ethyl-3-((4-(4-fluorophenyl)thiazol-2-yl)(methyl)amino)imidazo[1,2-a]pyridin-6-yl)piperidin-1-yl)-2-(pyrrolidin-1-yl)ethanone